ClC=1C=CC2=C(CC(CC=3N2C(=NN3)[C@@H]3CC[C@H](CC3)OC3=NC=CC=C3)OC(=O)C3CCC(CC3)(F)F)C1 8-Chloro-1-[trans-4-(pyridin-2-yloxy)cyclohexyl]-5,6-dihydro-4H-[1,2,4]triazolo[4,3-a][1]benzazepin-5-yl-4,4-difluorocyclohexancarboxylat